ClC1=CC=C(C=C1)C1=NC(=NC(N1)=O)C1=CC=CC=C1 6-(4-chlorophenyl)-4-phenyl-1,3,5-triazin-2(1H)-one